1,1-Dimethylethyl (2R)-2-cyano-1-piperidinecarboxylate C(#N)[C@@H]1N(CCCC1)C(=O)OC(C)(C)C